9-(4-((1-(3-fluoropropyl)azetidin-3-yl)methyl)phenyl)-6,7-dihydro-5H-benzo[7]annulen-3-yl pivalate C(C(C)(C)C)(=O)OC1=CC2=C(C(=CCCC2)C2=CC=C(C=C2)CC2CN(C2)CCCF)C=C1